O1COC2=C1C=CC=C2OCCCN 3-[(benzo[d][1,3]dioxolane-4-yl)oxy]propylamine